C(=O)OCC1=CC(=CC=C1)N1CC(C1)O [3-(3-hydroxyazetidin-1-yl)phenyl]methyl formate